C1N(CCC2=CC=CC=C12)C[C@H]1[C@@H](OC(O1)(C)C)CO ((4s,5s)-5-((3,4-dihydroisoquinolin-2(1H)-yl)methyl)-2,2-dimethyl-1,3-dioxolan-4-yl)methanol